C(N)(O)=O.C(=O)(OC(C)(C)C)NC1=C(C=C(C(=C1)F)OC)Br N-Boc-2-bromo-5-fluoro-4-methoxyaniline carbamate